N-[2,5-difluoro-4-(trifluoromethyl)phenyl]-5-(2-oxopyrrolidin-1-yl)-1H-pyrrole-3-sulfonamide FC1=C(C=C(C(=C1)C(F)(F)F)F)NS(=O)(=O)C1=CNC(=C1)N1C(CCC1)=O